3-(4-bromo-1H-pyrazol-1-yl)piperidine hydrochloride Cl.BrC=1C=NN(C1)C1CNCCC1